(4-(3-(hydroxymethyl)-4-methoxyphenyl)-2-oxa-3-azabicyclo[3.2.0]hept-3-en-1,5-diyl)dimethanol OCC=1C=C(C=CC1OC)C1=NOC2(CCC12CO)CO